4-(4-hydroxy-3-methylphenyl)-7-azaindole OC1=C(C=C(C=C1)C1=C2C=CNC2=NC=C1)C